methyl 3-hydroxy-4-nitro-benzoate OC=1C=C(C(=O)OC)C=CC1[N+](=O)[O-]